ClC=1C(=C(C=2C(=C(SN2)N2[C@H](CN(CC2)C(C=C)=O)C)C1)F)C1=CC(=CC2=CC=CC=C12)O.[N].[V] Vanadium nitrogen 1-((3S)-4-(5-chloro-7-fluoro-6-(3-hydroxy-1-naphthalenyl)-2,1-benzothiazol-3-yl)-3-methyl-1-piperazinyl)-2-propen-1-one